N1=C2N(C(C=C1C=1C=CC=3N(C(C=CN3)=O)C1)=O)C=CC=C2 4H,4'H-2,7'-bipyrido[1,2-a]pyrimidine-4,4'-dione